(sulfenamoyl)-1H-pyrazole-3-thiocarboxamide S(N)N1N=C(C=C1)C(N)=S